(R)-1-(6-methyl-4-(trifluoromethyl)pyridin-2-yl)-2-(1-(m-tolyl)-1H-imidazol-2-yl)-2,3-dihydro-1H-pyrrolo[3,2-c]pyridine CC1=CC(=CC(=N1)N1[C@H](CC=2C=NC=CC21)C=2N(C=CN2)C=2C=C(C=CC2)C)C(F)(F)F